7-Fluoro-4-methoxy-1-{2-[6-(1H-pyrrolo[2,3-b]pyridin-5-yl)-pyrimidin-4-ylamino]-ethyl}-1H-indol-2-carbonitril FC=1C=CC(=C2C=C(N(C12)CCNC1=NC=NC(=C1)C=1C=C2C(=NC1)NC=C2)C#N)OC